C(C)OC(CC1=CC(=CC=C1)OCCC(CCO)C)=O (3-((5-hydroxy-3-methylpentyl)oxy)phenyl)acetic acid ethyl ester